C1(CC1)C1=NC=NC(=C1C1=NC(=CC(=N1)CO)OCC1=CC=C(C=C1)C=1N(C=C(N1)C(F)(F)F)C1CC1)OC [2-(4-cyclopropyl-6-methoxy-pyrimidin-5-yl)-6-[[4-[1-cyclopropyl-4-(trifluoromethyl)imidazol-2-yl]phenyl]methoxy]pyrimidin-4-yl]methanol